BrCCCCCC(=O)O.C1(=CC=CC=C1)OP(OC1=CC=CC=C1)(OC1=CC=CC=C1)=O triphenylphosphoric acid 6-bromohexanoate